ClC1=CC2=C(N(C(N=C2N2C[C@H](N(C[C@@H]2C)C(=O)OC(C)(C)C)C)=O)C=2C(=NC(=CC2C)C(C)C)C(C)C)N=C1C1=C(C=CC=C1)F tert-Butyl (2R,5S)-4-(6-chloro-1-(2,6-diisopropyl-4-methylpyridin-3-yl)-7-(2-fluorophenyl)-2-oxo-1,2-dihydropyrido[2,3-d]pyrimidin-4-yl)-2,5-dimethylpiperazine-1-carboxylate